(rac)-2-(3-methylphenyl)-3-methyl-5-(3,4-dimethoxyphenyl)imidazolium CC=1C=C(C=CC1)C=1NC(=C[N+]1C)C1=CC(=C(C=C1)OC)OC